N-[(3S,4R)-3-{[3'-(difluoromethyl)-2-fluoro[biphenyl]-3-yl]methyl}-5-fluoro-2-azabicyclo[3.1.1]heptan-4-yl]methanesulfonamide trifluoroacetate salt FC(C(=O)O)(F)F.FC(C=1C=C(C=CC1)C1=C(C(=CC=C1)C[C@@H]1NC2CC([C@@H]1NS(=O)(=O)C)(C2)F)F)F